(3,5-dichloro-4-((1-oxo-2-(3-(trifluoromethoxy)benzyl)-1,2,3,4-tetrahydroisoquinolin-6-yl)oxy)phenyl)-1,2,4-triazine-3,5(2H,4H)-dione ClC=1C=C(C=C(C1OC=1C=C2CCN(C(C2=CC1)=O)CC1=CC(=CC=C1)OC(F)(F)F)Cl)N1N=CC(NC1=O)=O